4-bromo-2-[1-(3-chlorophenyl)-1-methylethyl]-4-isothiazolin-3-one BrC=1C(N(SC1)C(C)(C)C1=CC(=CC=C1)Cl)=O